OC1=C(C=C(/C=C/C(=O)O)C=C1)OC (E)-4-hydroxy-3-methoxycinnamic acid